C1(=CC=CC=2C3=CC=CC=C3CC12)P(C(C)C)C(C)C fluorenyl-diisopropyl-phosphine